NC=1C2=C(N=CN1)C=CC(=N2)C=2C=C(C=CC2)C#C[C@]2(C(N(CC2)C)=O)O (R)-3-((3-(4-aminopyrido[3,2-d]pyrimidin-6-yl)phenyl)ethynyl)-3-hydroxy-1-methylpyrrolidin-2-one